5-(6-(2-hydroxy-6-methyl-4-(trifluoromethyl)phenyl)-3-methoxy-2H-pyrazolo[3,4-b]pyridin-2-yl)-1-methylpiperidin-2-one OC1=C(C(=CC(=C1)C(F)(F)F)C)C=1C=CC=2C(N1)=NN(C2OC)C2CCC(N(C2)C)=O